CC=1C=CC=C2C(=CN=NC12)NC1=CC(=NC=C1)NC1=CC(=CC=C1)N1CCOCC1 N4-(8-methylcinnolin-4-yl)-N2-[3-(morpholin-4-yl)phenyl]pyridine-2,4-diamine